4-(2-(4-(2-acetyl-5-chlorophenyl)-5-methoxy-2-oxopyridin-1(2H)-yl)-3-(3-methoxyphenyl)propionylamino)benzoic acid C(C)(=O)C1=C(C=C(C=C1)Cl)C1=CC(N(C=C1OC)C(C(=O)NC1=CC=C(C(=O)O)C=C1)CC1=CC(=CC=C1)OC)=O